ClC=1C(=NC(=NC1)NC1=C(C=C(C=C1)C(=S)N1CCN(CC1)C)OC)C=1C=NN(C1)C(C)C (4-((5-chloro-4-(1-isopropyl-1H-pyrazol-4-yl)pyrimidin-2-yl)amino)-3-methoxyphenyl)(4-methylpiperazin-1-yl)methanethione